C(CCC)C=1N(C(=C(C(N1)=O)S(=O)(=O)C1=CC=C(C=C1)C=1C=NC=C(C1)F)O)[C@@H](C)C1=CC=CC=C1 (S)-2-butyl-5-((4-(5-fluoropyridin-3-yl)phenyl)sulfonyl)-6-hydroxy-1-(1-phenylethyl)pyrimidin-4(1H)-one